BrC=1C(=C(C=CC1)C(C(=O)OC)CCCC(CO[Si](C)(C)C(C)(C)C)(C)C)F methyl 2-(3-bromo-2-fluorophenyl)-7-((tert-butyldimethyl-silyl)oxy)-6,6-dimethyl-heptanoate